OCC1CCN(CC1)C(=O)N(C)C 4-(Hydroxymethyl)-N,N-dimethyl-piperidine-1-carboxamide